CC1(OC(OC1)=O)C 4,4-dimethyl-1,3-dioxolane-2-one